3,5-dichloro-4-hydroxy-N-(4-oxo-3-((2-oxo-1,2-dihydropyridin-4-yl)methyl)-3,4-dihydroquinazolin-5-yl)benzamide ClC=1C=C(C(=O)NC2=C3C(N(C=NC3=CC=C2)CC2=CC(NC=C2)=O)=O)C=C(C1O)Cl